3-(3-iodoimidazo[1,2-b]pyridazin-7-yl)oxy-2-methyl-butan-2-ol IC1=CN=C2N1N=CC(=C2)OC(C(C)(O)C)C